(1R,2R,3R,5R,6R)-6-fluoro-2-({[(prop-2-en-1-yl)oxy]carbonyl}amino)-3-propoxybicyclo[3.1.0]hexane-2,6-dicarboxylic acid F[C@@]1([C@@H]2C[C@H]([C@]([C@H]12)(C(=O)O)NC(=O)OCC=C)OCCC)C(=O)O